COC1=C(CN2[C@H]3[C@@H](NCC2)COC3)C=C(C(=C1)OC)OC (4aR,7aS)-1-(2,4,5-trimethoxybenzyl)octahydrofuro[3,4-b]pyrazine